(4,4-dimethoxybutyl)-2,4-dioxo-piperidine-1-carboxylic acid tert-butyl ester C(C)(C)(C)OC(=O)N1C(C(C(CC1)=O)CCCC(OC)OC)=O